C1(CCCCC1)C1=CC=C(C=C1)C=1NC=2N(C(C1)=O)N=C(C2C(=O)N2C(C(C2)CF)C)C2=NC=CN=C2C 5-(4-cyclohexylphenyl)-3-(3-(fluoromethyl)-2-methylazetidine-1-carbonyl)-2-(3-methylpyrazin-2-yl)pyrazolo[1,5-a]pyrimidin-7(4H)-one